C1(=CC=CC=C1)C=1SC=C(N1)CON=C(C#N)C#N 2-[((2-phenylthiazol-4-yl)methoxy)imino]Malononitrile